2-(3-(2-hydroxypropan-2-yl)-1H-pyrazol-1-yl)nicotinonitrile OC(C)(C)C1=NN(C=C1)C1=C(C#N)C=CC=N1